4-(hydroxymethyl)-aniline OCC1=CC=C(N)C=C1